9-(trans-4-Methoxycyclohexyl)-2-(3-hydroxyphenyl)-8-oxo-8,9-dihydro-7H-purine CO[C@@H]1CC[C@H](CC1)N1C2=NC(=NC=C2NC1=O)C1=CC(=CC=C1)O